4,4',4''-tris-aminotrityl-methane NC1=CC=C(C(C2=CC=C(C=C2)N)(C2=CC=C(C=C2)N)C)C=C1